methyl 4-(4-((4-(3-((4-((tert-butoxycarbonyl) amino) piperidin-1-yl) sulfonyl)-phenyl) piperidin-1-yl) methyl) piperidin-1-yl)-2-cyanobenzoate C(C)(C)(C)OC(=O)NC1CCN(CC1)S(=O)(=O)C=1C=C(C=CC1)C1CCN(CC1)CC1CCN(CC1)C1=CC(=C(C(=O)OC)C=C1)C#N